FC(C1=CC=NN1)(F)F 5-(trifluoromethyl)-1H-pyrazol